[Mn].[Co] cobalt manganese